1-(2H-1,3-benzodioxol-5-yl)-2-(ethylamino)butan-1-one O1COC2=C1C=CC(=C2)C(C(CC)NCC)=O